3-(benzyloxy)-5-methoxy-2-((trimethylsilyl)ethynyl)pyridine C(C1=CC=CC=C1)OC=1C(=NC=C(C1)OC)C#C[Si](C)(C)C